C1(CCCCCCCCCCC1)N1CC(OC(C1)C)C 4-cyclododecyl-2,6-dimethyl-morpholine